FC=1C=C(C=CC1F)NC(=O)C=1N(C(=C(C1C)C(C(=O)NC1(CCCCC1)C#C)=O)C)C N-(3,4-difluorophenyl)-4-[2-[(1-ethynylcyclohexyl)amino]-2-oxo-acetyl]-1,3,5-trimethyl-pyrrole-2-carboxamide